N-ALLYL-2-ISOCYANO-ACETAMIDE C(C=C)NC(C[N+]#[C-])=O